n-propyl α-allyloxymethylacrylate C(C=C)OCC(C(=O)OCCC)=C